ClC(=C)[N+](=O)[O-] Chloro-1-Nitroethylene